C[GeH](CC)C Bis(methyl)ethyl-germanium hydride